S([O-])[O-] thioalcoholate